(3-methyl-1H-pyrazolo[3,4-c]pyridin-1-yl)pyrimidine-5-carboxylic acid monohydrochloride Cl.CC1=NN(C2=CN=CC=C21)C2=NC=C(C=N2)C(=O)O